CN(C1=CC(=NC(=C1)SC)C1=CN(C2=CN=C(C=C21)NC(C)=O)C)C N-(3-(4-(dimethylamino)-6-(methylthio)pyridin-2-yl)-1-methyl-1H-pyrrolo[2,3-c]pyridin-5-yl)acetamide